FC1([C@](C1)(COS(=O)(=O)C)COC(C)=O)F.OCC1=C(C=CC(=C1)C(F)(F)F)C=1N=CC(=NC1)C1CCC1 1-(5-(2-(hydroxymethyl)-4-(trifluoromethyl)phenyl)pyrazin-2-yl)cyclobutane (S)-(2,2-difluoro-1-(((methylsulfonyl)oxy)methyl)cyclopropyl)methyl-acetate